C1(=CC=CC=C1)C1=C(C(=C2C(=C1)N=C1C=CC3=C4C=CC=CC4=NC3=C12)C1=C(C=CC=C1)C=1C(=CC=CC1)C1=CC=CC=C1)C1=CC=CC2=C1C=1C=CC=CC1N2 phenylindolophenyl(terphenylyl)indolocarbazole